ClC1=CC(=C(C=N1)C#CC1CN(CC1)C(=O)OC(C)(C)C)F Tert-Butyl 3-((6-chloro-4-fluoropyridin-3-yl)ethynyl)pyrrolidine-1-carboxylate